C(C)(C)(C)OC(=O)N1N=C(C=C1C)NC1=NC(=C2C=CC=NC2=C1)N[C@@H]1CC[C@H](CC1)CC#N Trans-3-[[5-[[4-(cyanomethyl)cyclohexyl]amino]-1,6-naphthyridin-7-yl]amino]-5-methyl-pyrazole-1-carboxylic acid tert-butyl ester